4-[chloro(diethyl)silyl]butanenitrile Cl[Si](CCCC#N)(CC)CC